ClCC(=O)NC1=C(C=CC(=C1)Cl)N1N=NC(=C1)Cl 2-Chloro-N-(5-chloro-2-(4-chloro-1H-1,2,3-triazol-1-yl)phenyl)acetamide